tert-butyl (S)-4-amino-5-((4-(hydroxymethyl) phenyl) amino)-5-oxopentanoate N[C@@H](CCC(=O)OC(C)(C)C)C(=O)NC1=CC=C(C=C1)CO